p-fluorostyrene ethyl-3-amino-8-chloroimidazo[1,2-a]pyrazine-2-carboxylate C(C)OC(=O)C=1N=C2N(C=CN=C2Cl)C1N.FC1=CC=C(C=C)C=C1